6-((3-((S)-3-(3,5-difluorophenyl)isoxazolidine-2-carbonyl)-3-methylcyclobutyl)amino)-5-fluoropyrimidine-4-carboxamide FC=1C=C(C=C(C1)F)[C@H]1N(OCC1)C(=O)C1(CC(C1)NC1=C(C(=NC=N1)C(=O)N)F)C